C1OCC12CC(C2)NC(CCCCCCCCC(=O)OCCC(CCCCC)CCCCC)CCCCCCCCC(=O)OCCC(CCCCC)CCCCC bis(3-pentyloctyl) 10-((2-oxaspiro[3.3]heptan-6-yl)amino)nonadecanedioate